(S)-1-(1-((5-(4-((6-((3-(hydroxymethyl)azetidin-1-yl)methyl)pyridin-3-yl)ethynyl)phenyl)isoxazol-3-yl)methyl)-1H-imidazol-2-yl)ethan OCC1CN(C1)CC1=CC=C(C=N1)C#CC1=CC=C(C=C1)C1=CC(=NO1)CN1C(=NC=C1)CC